6-[5-Chloro-2-(4-fluorophenyl)imidazo[4,5-b]pyridin-3-yl]-3H-1,3-benzothiazol ClC1=CC=C2C(=N1)N(C(=N2)C2=CC=C(C=C2)F)C2=CC1=C(NCS1)C=C2